ClC1=CC=C(C=C1)NC(N/N=C(\C)/C1=NC2=C(N1)C=CC(=C2)SCCC)=S (E)-4-(4-chlorophenyl)-1-(1-(5-(propylthio)-1H-benzo[d]imidazol-2-yl)ethylidene)thiosemicarbazide